3-bromomethyltetrahydrothiophene 1,1-dioxide BrCC1CS(CC1)(=O)=O